tert-butyl (2S,5R)-4-(2-(4-fluorophenyl) propan-2-yl)-2,5-dimethylpiperazine-1-carboxylate FC1=CC=C(C=C1)C(C)(C)N1C[C@@H](N(C[C@H]1C)C(=O)OC(C)(C)C)C